C(C)OC(C(CC=O)C1=NC2=C(C=CC=C2C(=C1O)C#N)C1=CC=C(C=C1)OC)=O [4-cyano-3-hydroxy-8-(4-methoxy-phenyl)-quinolin-2-yl]-4-oxo-butyric acid ethyl ester